di-(2-methylpropyl) dithiophosphate P(=S)(SCC(C)C)(OCC(C)C)[O-]